4-amino-N',1-dimethyl-N'-(1-methyl-1H-imidazole-2-carbonyl)-N-((5-(trifluoromethyl)pyridin-2-yl)methyl)-1H-pyrazolo[4,3-c]quinoline-8-carbohydrazide NC1=NC=2C=CC(=CC2C2=C1C=NN2C)C(=O)N(N(C(=O)C=2N(C=CN2)C)C)CC2=NC=C(C=C2)C(F)(F)F